N-(4-p-toluylphenyl)maleimide C1(=CC=C(C=C1)C1=CC=C(C=C1)N1C(C=CC1=O)=O)C